1,7-Dibromoheptan BrCCCCCCCBr